3-(5-((R)-4-benzhydryl-2-methylpiperazine-1-carbonyl)-4-fluoro-1-oxoisoindolin-2-yl)piperidine-2,6-dione C(C1=CC=CC=C1)(C1=CC=CC=C1)N1C[C@H](N(CC1)C(=O)C=1C(=C2CN(C(C2=CC1)=O)C1C(NC(CC1)=O)=O)F)C